NC1CC(C1)NC1=NC=C(C(=N1)C1=CNC2=C(C(=CC=C12)C(=O)OC)P(=O)(C)C)C(F)(F)F methyl 3-(2-(((1r,3r)-3-aminocyclobutyl)amino)-5-(trifluoromethyl)pyrimidin-4-yl)-7-(dimethylphosphoryl)-1H-indole-6-carboxylate